C1(CCC2=CC=3CCCC3C=C12)O 1,2,3,5,6,7-hexahydro-s-indacen-1-ol